2-methyl-5-phenylpentane CC(C)CCCC1=CC=CC=C1